COC1=CC=C2C=CC(OC2=C1OC)=O 7,8-dimethoxycoumarin